6-{[(cyclobutylmethyl)amino]methyl}-3-fluoroimidazo[1,2-a]pyridine-8-carboxylic acid C1(CCC1)CNCC=1C=C(C=2N(C1)C(=CN2)F)C(=O)O